FC1=C2CN(C(C2=CC=C1N1CCC(CC1)O[C@H]1C[C@@H](CC1)OC1CCN(CC1)C1=NC=NC(=C1)C=1NN=C2C=CC(=CC12)OC1(CC1)C)=O)C1C(NC(CC1)=O)=O 3-[4-fluoro-5-[4-[(1R,3R)-3-[[1-[6-[5-(1-methylcyclopropoxy)-2H-indazol-3-yl]pyrimidin-4-yl]-4-piperidyl]oxy]cyclopentoxy]-1-piperidyl]-1-oxo-isoindolin-2-yl]piperidine-2,6-dione